3-nitro-4-((4-bromophenyl-ethyl)amino)benzamide [N+](=O)([O-])C=1C=C(C(=O)N)C=CC1NCCC1=CC=C(C=C1)Br